4-trimethoxysilylphenyl-ethanol CO[Si](C1=CC=C(C=C1)C(C)O)(OC)OC